2-methoxy-4-(1-propionylindol-5-yl)benzoic acid COC1=C(C(=O)O)C=CC(=C1)C=1C=C2C=CN(C2=CC1)C(CC)=O